BrC1=CC=C(C#N)C=C1 4-Bromobenzonitril